BrC1=CC=C(OCC2COCC(O2)CO)C=C1 (6-((4-Bromophenoxy)methyl)-1,4-dioxan-2-yl)methanol